NC1=C(C=C(C=N1)C=1C=NC(=CC1)C#N)C(=O)N[C@@H]1[C@H](CCC1)OCC1=CC=C(C=C1)B1OC(C(O1)(C)C)(C)C 6-amino-6'-cyano-N-[(1S,2S)-2-{[4-(4,4,5,5-tetramethyl-1,3,2-dioxaborolan-2-yl)phenyl]methoxy}cyclopentyl][3,3'-bipyridine]-5-carboxamide